2,6-diaminobenzo[1,2-b:4,5-b']difuran-3,7-dicarboxylic acid diethyl ester C(C)OC(=O)C=1C=2C(OC1N)=CC1=C(OC(=C1C(=O)OCC)N)C2